tert-butyl (R)-(1-(6-(3-(4-(6-(1H-pyrrol-1-yl)pyrazin-2-yl)-1H-1,2,3-triazol-1-yl)oxetan-3-yl)pyridin-3-yl)piperidin-3-yl)(cyclobutylmethyl)carbamate N1(C=CC=C1)C1=CN=CC(=N1)C=1N=NN(C1)C1(COC1)C1=CC=C(C=N1)N1C[C@@H](CCC1)N(C(OC(C)(C)C)=O)CC1CCC1